ethyl (E)-3-(6-amino-2-chloro-3-methoxy-phenyl)prop-2-enoate NC1=CC=C(C(=C1/C=C/C(=O)OCC)Cl)OC